1-(1H-Benzo[d]imidazol-5-yl)-5-(2-bromo-5-fluorophenyl)imidazolidin-2,4-dion N1C=NC2=C1C=CC(=C2)N2C(NC(C2C2=C(C=CC(=C2)F)Br)=O)=O